CN(C=1C(=C(C(=C2C=NNC12)C=1C=CC=2N(C1)C=C(N2)NC(=O)C2C(C2)F)C)F)C N-(6-(7-(dimethylamino)-6-fluoro-5-methyl-1H-indazol-4-yl)imidazo[1,2-a]pyridin-2-yl)-2-fluorocyclopropane-1-carboxamide